tert-butyl (2-(3-((2-((4-(3-((((1r,4r)-4-hydroxycyclohexyl)oxy)methyl)phenyl)thiazol-2-yl)amino)-2-oxoethyl)carbamoyl)phenyl)-2-methylpropyl)carbamate OC1CCC(CC1)OCC=1C=C(C=CC1)C=1N=C(SC1)NC(CNC(=O)C=1C=C(C=CC1)C(CNC(OC(C)(C)C)=O)(C)C)=O